N-(4-methoxybenzyl)-1-(5-(trifluoromethyl)pyridin-2-yl)-1H-pyrazol-4-amine COC1=CC=C(CNC=2C=NN(C2)C2=NC=C(C=C2)C(F)(F)F)C=C1